FC1=C(C=C(C=C1F)B1OC(C(O1)(C)C)(C)C)[C@H](CC(=O)OCC)NC([C@H](CC(C)C)NC(=O)C=1C(N(C=CC1)C)=O)=O ethyl (3S)-3-[2,3-difluoro-5-(4,4,5,5-tetramethyl-1,3,2-dioxaborolan-2-yl)phenyl]-3-[(2S)-4-methyl-2-[(1-methyl-2-oxo-1,2-dihydropyridin-3-yl)formamido]pentanamido]propanoate